(2S,3S)-3-nitro-2-(4-(trifluoromethyl)phenyl)chroman [N+](=O)([O-])[C@@H]1[C@@H](OC2=CC=CC=C2C1)C1=CC=C(C=C1)C(F)(F)F